CN(C(CCCCCCCCC(=O)OC)=O)C methyl 10-(dimethylamino)-10-oxo-decanoate